rac-(3S)-1-[2-[[4-(2-Chlorophenyl)-7-quinolyl]oxy]propanoyl]piperidin ClC1=C(C=CC=C1)C1=CC=NC2=CC(=CC=C12)OC(C(=O)N1CCCCC1)C